3-[3-(1H-pyrazol-5-yl)phenyl]propanoic acid methyl ester COC(CCC1=CC(=CC=C1)C1=CC=NN1)=O